(S)-1-(3-(7-acetyl-4-amino-3-((1-cyclopropyl-6-fluoro-1H-benzo[d]imidazol-5-yl)ethynyl)-1H-pyrazolo[4,3-c]pyridin-1-yl)pyrrolidin-1-yl)prop-2-en-1-one C(C)(=O)C=1C2=C(C(=NC1)N)C(=NN2[C@@H]2CN(CC2)C(C=C)=O)C#CC2=CC1=C(N(C=N1)C1CC1)C=C2F